tert-Butyl (R)-4-(4-((1-(3-(difluoromethyl)-2-fluorophenyl)ethyl)amino)-2-methyl-7-oxo-7,8-dihydropyrido[2,3-d]pyrimidin-6-yl)piperidine-1-carboxylate FC(C=1C(=C(C=CC1)[C@@H](C)NC=1C2=C(N=C(N1)C)NC(C(=C2)C2CCN(CC2)C(=O)OC(C)(C)C)=O)F)F